1-(6-aminopyridin-3-yl)propan-1-one NC1=CC=C(C=N1)C(CC)=O